FC1=CC=C(OC=2C=CC=3C4=C(NC3C2)CCN(CC4)C(=O)OC(C)(C)C)C=C1 tert-butyl 8-(4-fluorophenoxy)-1,4,5,6-tetrahydroazepino[4,5-b]indole-3(2H)-carboxylate